BrC=1C=C(C(=NC1)OC=1C=CC=2N(C1)C(=C(N2)C(=O)OCC)C)OCC(F)(F)F ethyl 6-((5-bromo-3-(2,2,2-trifluoroethoxy)pyridin-2-yl)oxy)-3-methylimidazo[1,2-a]pyridine-2-carboxylate